4-(Benzylmethoxy)-2-hydroxybenzoic acid methyl ester COC(C1=C(C=C(C=C1)OCCC1=CC=CC=C1)O)=O